N-(3-chloro-2-methylphenyl)-6-{[(2,5-dichlorophenyl)carbonyl]amino}-2-[(2-methoxy-2-methylpropyl)amino]-1H-benzimidazole-4-carboxamide ClC=1C(=C(C=CC1)NC(=O)C1=CC(=CC=2NC(=NC21)NCC(C)(C)OC)NC(=O)C2=C(C=CC(=C2)Cl)Cl)C